5-((4-amino-1H-pyrazol-1-yl)methyl)-3-fluoropyridinecarboxylic acid ethyl ester C(C)OC(=O)C1=NC=C(C=C1F)CN1N=CC(=C1)N